3-[4-(benzotriazol-2-ylmethyl)phenyl]-5-(trifluoromethyl)-1,2,4-oxadiazole N=1N(N=C2C1C=CC=C2)CC2=CC=C(C=C2)C2=NOC(=N2)C(F)(F)F